(2S,4S)-N-(4-methyl-3-(pyridazin-3-yl)phenyl)-4-(trifluoromethyl)pyrrolidine-2-carboxamide hydrochloride Cl.CC1=C(C=C(C=C1)NC(=O)[C@H]1NC[C@H](C1)C(F)(F)F)C=1N=NC=CC1